O=N[C@@H]([C@@H](C)CC)C(=O)O keto-isoleucine